1-(6-(3-methoxy-2-(methoxymethyl)prop-1-en-1-yl)pyrazin-2-yl)piperidine-4-carboxylic acid ethyl ester C(C)OC(=O)C1CCN(CC1)C1=NC(=CN=C1)C=C(COC)COC